C(C)C=1C(NC2=CC3=C(C=C2C1)OCC[C@H]1N(C3)CCN(C1)C=1C=CC(=NC1)C(=O)O)=O (R)-5-(10-ethyl-11-oxo-1,2,4,4a,5,6,11,14-octahydro-3H,12H-pyrazino[1',2':5,6][1,5]oxazocino[2,3-g]quinolin-3-yl)picolinic acid